C1(CCCC1)C1=CC=CC2=C1N=C(S2)N2[C@@H]1C[C@H]([C@H](C2)C1)OCC1=C(N=NN1C1CC1)C1=C(C=CC=C1Cl)Cl 4-Cyclopentyl-2-[(1S,4S,5R)-5-{[1-cyclopropyl-4-(2,6-dichlorophenyl)-1H-1,2,3-triazol-5-yl]-methoxy}-2-azabicyclo[2.2.1]heptan-2-yl]-1,3-benzothiazol